(2,2'-bipyridine) nickel (II) dibromide [Ni](Br)Br.N1=C(C=CC=C1)C1=NC=CC=C1